[N+](=O)([O-])C1=CC=C(C=C1)C[C@@H](C=1N=C(SC1)C=1SC=CC1)N (1S)-2-(4-nitrophenyl)-1-[2-(2-thienyl)thiazol-4-yl]Ethylamine